CN1CCN(CC1)C(=O)C=1C=NN2C1C=C(C=C2)C2=CNC1=NC=C(C=C12)N1CCN(CC1)C (4-methylpiperazin-1-yl)(5-(5-(4-methylpiperazin-1-yl)-1H-pyrrolo[2,3-b]pyridin-3-yl)pyrazolo[1,5-a]pyridin-3-yl)methanone